(1-methyl-1H-pyrazol-3-yl)pyrimidine-2,4-diamine CN1N=C(C=C1)C=1C(=NC(=NC1)N)N